COC1=C(C=CC=C1)CC1CCN(CC1)C1=C(C(N(C2=CC=CC=C12)C)=O)C#N 4-{4-[(2-methoxyphenyl)methyl]piperidin-1-yl}-1-methyl-2-oxo-1,2-dihydroquinoline-3-carbonitrile